4-(5-(3,5-dichlorophenyl)-5-(trifluoromethyl)-4,5-dihydro-isoxazol-3-yl)benzoyl chloride ClC=1C=C(C=C(C1)Cl)C1(CC(=NO1)C1=CC=C(C(=O)Cl)C=C1)C(F)(F)F